O=CC(=O)O oxoacetic acid